ClC1=CC=C(C=C1)C1=NNC(=C1O)C1=CC=C(C=C1)O 3-(4-chlorophenyl)-5-(4-hydroxyphenyl)-4-hydroxy-1H-pyrazole